N-(2-fluoro-3,5-dimethoxyphenyl)-N-(1H-imidazol-2-ylmethyl)-3-(1-methyl-1H-pyrazol-4-yl)pyrido[2,3-b]pyrazin-6-amine FC1=C(C=C(C=C1OC)OC)N(C=1C=CC=2C(=NC(=CN2)C=2C=NN(C2)C)N1)CC=1NC=CN1